(2S,4S,5R,6R)-5-acetamido-6-((1R,2R)-1,2-dihydroxy-3-(3-phenoxybenzamido)propyl)-2,4-dihydroxytetrahydro-2H-pyran-2-carboxylic acid C(C)(=O)N[C@@H]1[C@H](C[C@](O[C@H]1[C@@H]([C@@H](CNC(C1=CC(=CC=C1)OC1=CC=CC=C1)=O)O)O)(C(=O)O)O)O